ClC=1C=C2C(=NC(=NC2=C(C1C=1C(=CC=C2C=NN(C12)C)C)F)N1CC(C1)N(C)C)N1C[C@@H](N(C[C@H]1C)C(C=C)=O)C 1-((2S,5R)-4-((R)-6-chloro-7-(1,6-dimethyl-1H-indazol-7-yl)-2-(3-(dimethylamino)azetidin-1-yl)-8-fluoroquinazolin-4-yl)-2,5-dimethylpiperazin-1-yl)prop-2-en-1-one